N-(azetidin-3-yl)-3-(trifluoromethoxy)benzenesulfonamide N1CC(C1)NS(=O)(=O)C1=CC(=CC=C1)OC(F)(F)F